ClC=1C(=C(C#N)C=C(C1)C(C)(C)C1=CC=C(C=C1)OCC1=NC(=NC=C1)SC)OC1CC1 3-chloro-2-cyclopropoxy-5-(2-(4-((2-(methylthio)pyrimidin-4-yl)methoxy)phenyl)propan-2-yl)benzonitrile